7-((2S,5R)-4-(1-(4-Chlorophenyl)-3-methylbutyl)-2,5-dimethylpiperazin-1-yl)-4-methyl-3-(((S)-tetrahydrofuran-2-yl)methyl)-3,4-dihydro-5H-[1,2,3]triazolo[4,5-d]pyrimidin-5-one ClC1=CC=C(C=C1)C(CC(C)C)N1C[C@@H](N(C[C@H]1C)C=1C2=C(N(C(N1)=O)C)N(N=N2)C[C@H]2OCCC2)C